1-(Methyl-d3)-3-nitro-5-(1,1,1-trifluoropropan-2-yl)-1H-pyrrolo[3,2-c]pyridin-4(5H)-one C(N1C=C(C=2C(N(C=CC21)C(C(F)(F)F)C)=O)[N+](=O)[O-])([2H])([2H])[2H]